CN1C(CN(CC1)C1=NC=NC2=CC=C(N=C12)C=1C=C(C=CC1)S(=O)(=O)N)=O m-[4-(4-methyl-3-oxo-1-piperazinyl)-1,3,5-triaza-6-naphthyl]benzenesulfonamide